CC([C@@H](C(N1[C@@H](CCCCC1)C(NC=1SC(=CC1)C1=CC=CC=C1)=O)=O)NC(=O)C1=CC2=C(S1)C=CC(=C2)C(F)(F)P(O)(O)=O)(C)C ((2-(((S)-3,3-dimethyl-1-oxo-1-((S)-2-((5-phenylthiophen-2-yl)carbamoyl)azepan-1-yl)butan-2-yl)carbamoyl)benzo[b]thiophen-5-yl)difluoromethyl)phosphonic acid